2-[4-(benzyloxymethyl)cyclohexyl]-7-isopropoxy-N-[2-oxo-1-[(1S,2R)-2-fluorocyclopropyl]-3-pyridyl]imidazo[1,2-a]pyrimidine-6-carboxamide C(C1=CC=CC=C1)OCC1CCC(CC1)C=1N=C2N(C=C(C(=N2)OC(C)C)C(=O)NC=2C(N(C=CC2)[C@@H]2[C@@H](C2)F)=O)C1